2-amino-6-cyclopropylpyridine-3,5-dinitrile NC1=NC(=C(C=C1C#N)C#N)C1CC1